N1=C(C=CC=C1)CN(CC1=NC=CC=C1)CC1=C(C(=O)NC(CO)(CO)CO)C=CC=N1 ((bis(pyridin-2-ylmethyl)amino)methyl)-N-(1,3-dihydroxy-2-(hydroxymethyl)propan-2-yl)nicotinamide